N-(4-ethynylphenyl)-6-(methylsulfonyl)-1H-indole-3-sulphonamide C(#C)C1=CC=C(C=C1)NS(=O)(=O)C1=CNC2=CC(=CC=C12)S(=O)(=O)C